1-(methoxycarbonyl)(S)-piperidine-2-carboxylic acid COC(=O)N1[C@@H](CCCC1)C(=O)O